6-(2-(4-chlorophenyl)-2-hydroxyacetyl)-2-(1-phenylcyclopropyl)-5,6,7,8-tetrahydropyrido[4,3-d]pyrimidin-4(3H)-one ClC1=CC=C(C=C1)C(C(=O)N1CC2=C(N=C(NC2=O)C2(CC2)C2=CC=CC=C2)CC1)O